CC1=CSC=2N=C(N=C(C21)NC=2C=C(C=CC2)O)NC=2C=NN(C2)C2CCN(CC2)C 3-((5-methyl-2-((1-(1-methylpiperidin-4-yl)-1H-pyrazol-4-yl)amino)thieno[2,3-d]pyrimidine-4-yl)amino)phenol